2-chloro-9-isopropyl-N-(2-(pyridin-2-yl)benzyl)-9H-purin-6-amine ClC1=NC(=C2N=CN(C2=N1)C(C)C)NCC1=C(C=CC=C1)C1=NC=CC=C1